2-(2-hydroxy-3,5-ditert-butylphenyl)-5-chlorobenzo-triazole OC1=C(C=C(C=C1C(C)(C)C)C(C)(C)C)N1N=C2C(=N1)C=CC(=C2)Cl